6,7-difluoro-8-((triisopropylsilyl)ethynyl)naphthalene-1,3-diyl bis(trifluoromethanesulfonate) FC(S(=O)(=O)OC1=CC(=CC2=CC(=C(C(=C12)C#C[Si](C(C)C)(C(C)C)C(C)C)F)F)OS(=O)(=O)C(F)(F)F)(F)F